2-(4-(7H-pyrrolo[2,3-d]pyrimidin-4-yl)piperazin-1-yl)-N-(3-chloro-4-(N,N-dimethylsulfamoyl)phenyl)acetamide N1=CN=C(C2=C1NC=C2)N2CCN(CC2)CC(=O)NC2=CC(=C(C=C2)S(N(C)C)(=O)=O)Cl